BrC=1CN(CCC1)C[C@@H](C(=O)N1N[C@@H](CCC1)C(=O)OC)NC(=O)OC(C)(C)C methyl (3S)-1-[(2S)-3-(3-bromo-5,6-dihydro-2H-pyridin-1-yl)-2-[(tert-butoxycarbonyl)amino]propanoyl]-1,2-diazinane-3-carboxylate